5-(benzo[b]thiophen-5-yl)-N-(5-chloro-1H-indol-3-yl)isoindoline-2-carboxamide S1C2=C(C=C1)C=C(C=C2)C=2C=C1CN(CC1=CC2)C(=O)NC2=CNC1=CC=C(C=C21)Cl